dioxinone m-hydroxybenzoate OC=1C=C(C(=O)O)C=CC1.O1C(COC=C1)=O